BrCC(=O)C1=NC=C(C=C1)C1CC1 2-bromo-1-(5-cyclopropylpyridin-2-yl)ethan-1-one